4-methyl-7,8-dihydro-[1,3]Dioxolano[4,5-g]Isoquinoline CC1=C2C(=CC=3CCN=CC13)OCO2